FC(C(C(C[NH3+])(F)F)(F)F)(C(F)(F)F)F nonafluoropentyl-ammonium